Cl.OC1=CC=C2C(=C(C(OC2=C1C=O)=O)C1=CC=C(C=C1)C(=O)N1CCN(CC1)C)C 7-hydroxy-4-methyl-3-(4-(4-methylpiperazine-1-carbonyl)phenyl)-2-oxo-2H-chromene-8-carboxaldehyde hydrochloride